O([C@H]1[C@H](O)[C@@H](O)[C@H](O)[C@H](O1)CO)C1[C@H](O)[C@@H](O)[C@H](O)[C@H](O1)COC(C)=O 6-O-acetylglucosyl-(1→2) beta-D-glucopyranoside